2-(difluoromethyl)-5-(4-((4-(6-fluoro-2-methylpyridin-3-yl)-1H-1,2,3-triazol-1-yl)methyl)phenyl)-1,3,4-oxadiazole FC(C=1OC(=NN1)C1=CC=C(C=C1)CN1N=NC(=C1)C=1C(=NC(=CC1)F)C)F